rel-(R)-2-methyl-N-(1-(2-(1-methyl-1H-pyrazol-4-yl)-6-(thiophen-2-yl)pyridin-4-yl)ethyl)-5-(piperazin-1-yl)benzamide CC1=C(C(=O)N[C@H](C)C2=CC(=NC(=C2)C=2SC=CC2)C=2C=NN(C2)C)C=C(C=C1)N1CCNCC1 |o1:6|